(E)-3-(4-hydroxy-3-methoxyphenyl)-N-((1-(3-(trifluoromethyl)benzyl)-1H-1,2,3-triazol-4-yl)methyl)acrylamide OC1=C(C=C(C=C1)/C=C/C(=O)NCC=1N=NN(C1)CC1=CC(=CC=C1)C(F)(F)F)OC